4-(6-chloro-4-(6,6-difluoro-1,4-diazepan-1-yl)-8-fluoro-2-(((S)-1-methylpyrrolidin-2-yl)methoxy)quinazolin-7-yl)naphthalen-2-ol ClC=1C=C2C(=NC(=NC2=C(C1C1=CC(=CC2=CC=CC=C12)O)F)OC[C@H]1N(CCC1)C)N1CCNCC(C1)(F)F